2,2':6',2'':6'',2'''-quaterpyridine N1=C(C=CC=C1)C1=NC(=CC=C1)C1=NC(=CC=C1)C1=NC=CC=C1